C(C)(C)[Bi](C1=CC=CC=C1)C(C)C di-isopropylphenylbismuth